butyl-tetramethyl-guanidine C(CCC)N=C(N(C)C)N(C)C